CS(=O)(=O)OCC1CCN(CC1)C(=O)OC Methyl 4-(((methylsulfonyl)oxy)methyl)piperidine-1-carboxylate